2-oxothiacyclopentane O=C1SCCC1